phenylazolamide C1(=CC=CC=C1)C1=C(NC=C1)C(=O)N